N1C(=CC2=CC=CC=C12)C(=O)N1CC=2C(CC1)=NOC2C(=O)N[C@@H](C(F)(F)F)C 5-(1H-indole-2-carbonyl)-N-[(2R)-1,1,1-trifluoropropan-2-yl]-4H,5H,6H,7H-[1,2]oxazolo[4,3-c]pyridine-3-carboxamide